N-(6-(5-chloro-6-fluoro-7-(1-(methylsulfinyl)ethyl)-1H-indazol-4-yl)imidazo[1,2-a]pyrazin-2-yl)-2-fluorocyclopropane-1-carboxamide ClC=1C(=C2C=NNC2=C(C1F)C(C)S(=O)C)C=1N=CC=2N(C1)C=C(N2)NC(=O)C2C(C2)F